C[C@@H]1CN(C[C@@H](N1)C)C1=CC=CC(=N1)[C@H](C)NC=1C2=C(N=CC1)NC=C2C=2C=NC=NC2 N-((S)-1-(6-((3R,5S)-3,5-Dimethylpiperazin-1-yl)pyridin-2-yl)ethyl)-3-(pyrimidin-5-yl)-1H-pyrrolo[2,3-b]pyridin-4-amine